triphenylenyl(biphenylyl)anthracene-d8 C1(=CC=CC=2C3=CC=CC=C3C3=CC=CC=C3C12)C1=C2C(=C(C(=C(C2=C(C=2C(=C(C(=C(C12)[2H])[2H])[2H])[2H])[2H])[2H])[2H])[2H])C1=C(C=CC=C1)C1=CC=CC=C1